COC1=NC=C(C(=C1)C(C(=O)O)C)C 2-(2-methoxy-5-methylpyridin-4-yl)propanoic acid